C(C)OS(=O)(=O)OCC.C(C)N1CC=CC=C1 1-ethylpyridine diethyl-sulfate